OC(CC=O)CCC=C 3-hydroxyhept-6-en-1-one